(3E)-12,12-dimethoxy-1,3-dodecadiene COC(CCCCCCC/C=C/C=C)OC